CC(=O)N[C@@H](C1=CC=CC=C1)[C@@]2(C(=O)NC(=O)N2)C imidazolidinedione